CC1=C(C(=CC=C1)C)C=1C=C2OC3=CC=CC(C(NC4=CC=CC(S(NC(N1)=N2)(=O)=O)=C4)=O)=C3C 5-(2,6-dimethylphenyl)-21-methyl-9,9-dioxo-2-oxa-9λ6-thia-6,8,15,23-tetraazatetracyclo[15.3.1.13,7.110,14]tricosa-1(20),3,5,7(23),10(22),11,13,17(21),18-nonaen-16-one